C(CC[C@@H](C)[C@H]1CC[C@H]2[C@@H]3CC[C@@H]4CCCC[C@]4(C)[C@H]3CC[C@]12C)(=O)O 5β-cholanoic acid